FC(CF)C1=C(C=CC=C1F)C1OCCO1 2-(2-(1,2-difluoroethyl)-3-fluorophenyl)-1,3-dioxolane